ON1C(=NC2=C1C=CC=C2)C2=CC=CC=C2 N-hydroxy-2-phenylbenzimidazole